CC1=C(C(=O)NC=2SC(=CN2)[N+](=O)[O-])C=CC(=C1)NC methyl-4-(methylamino)-N-(5-nitrothiazol-2-yl)benzamide